NC1=C(C=CC(=C1)OC)NS(=O)(=O)C N-(2-amino-4-methoxyphenyl)methanesulfonamide